methyl 3-chloro-2-oxopropylcarbamate ClCC(CNC(OC)=O)=O